titanium-aluminium-niobium [Nb].[Al].[Ti]